FCCC1=NC2=CC=CC=C2NC1=O 2-(2-fluoroethyl)-3-oxo-4H-quinoxalin